N-(4-(N-acetylsulfamoyl)phenyl)-3-amino-6-(2-methylpyrimidin-5-yl)pyrazine-2-carboxamide C(C)(=O)NS(=O)(=O)C1=CC=C(C=C1)NC(=O)C1=NC(=CN=C1N)C=1C=NC(=NC1)C